C(C1=CC=CC=C1)N[C@@H]1CN(CC[C@@H]1C(=O)OCC)C(=O)OC(C)(C)C |r| 1-tert-butyl 4-ethyl (3S,4S)-(+/-)-cis-3-(benzylamino)piperidine-1,4-dicarboxylate